CC=1N=C(OC1)NC(NCCCCCCCCCCCCCCC(=O)O)=O 15-(3-(4-methyloxazol-2-yl)ureido)pentadecanoic acid